8-fluoro-4-octanone FCCCCC(CCC)=O